BrCC1=CC=CC2=C1C=NS2 4-Bromomethylbenzo[d]Isothiazole